C(C1=CC=CC=C1)O[C@@H](C(=O)N1CC2=CC=C(C=C2C1)C(C)(O)C1=CN=C(N1)C1=CC(=CC=C1)OC=1C(=C2C=CNC2=CC1F)F)C (2R)-2-(benzyloxy)-1-(5-(1-(2-(3-((4,6-difluoro-1H-indol-5-yl)oxy)phenyl)-1H-imidazol-5-yl)-1-hydroxyethyl)isoindolin-2-yl)propan-1-one